CC(C(C)C(C(C(C(=O)[O-])(C(C)C(C(CC)C)C)C(C)C(C(CC)C)C)(O)C(=O)[O-])C(=O)[O-])C(CC)C Tri(3,4-dimethyl-2-hexyl)citrat